potassium 2-amino-3-cyclopropylpyridine NC1=NC=CC=C1C1CC1.[K]